(Z)-2-fluoro-3-(7-methoxy-1-(tetrahydro-2H-pyran-2-yl)-1H-indazol-6-yl)-N-(6-methoxy-2,4-dimethylpyridin-3-yl)acrylamide F\C(\C(=O)NC=1C(=NC(=CC1C)OC)C)=C/C1=CC=C2C=NN(C2=C1OC)C1OCCCC1